4-bromo-2-(4-(6-((4-cyano-2-fluorobenzyl)oxy)pyridin-2-yl)-2,5-difluorobenzyl)-1-(4,4-dimethyltetrahydrofuran-3-yl)-1H-benzo[d]imidazole-6-carboxylic acid BrC1=CC(=CC=2N(C(=NC21)CC2=C(C=C(C(=C2)F)C2=NC(=CC=C2)OCC2=C(C=C(C=C2)C#N)F)F)C2COCC2(C)C)C(=O)O